C(C1=CC=CC=C1)OC1=C(C(=CC(=C1)Cl)O)C(=O)N1CC2=CC(=CC(=C2C1)N[C@@H]1COCC1)OCCN(C)C (S)-(2-(Benzyloxy)-4-chloro-6-hydroxyphenyl)(6-(2-(dimethylamino)ethoxy)-4-((tetrahydrofuran-3-yl)amino)isoindolin-2-yl)methanone